2-(10-bromodecanamido)-N-(4,5-dimethylthiazol-2-yl)benzamide BrCCCCCCCCCC(=O)NC1=C(C(=O)NC=2SC(=C(N2)C)C)C=CC=C1